benzyl (S)-7-(4-fluorobenzyl)-2-methyl-6-(((tetrahydro-2H-pyranyl)methyl)carbamoyl)-2,3-dihydro-1H-pyrido[2,3-b][1,4]oxazine-1-carboxylate FC1=CC=C(CC2=CC3=C(OC[C@@H](N3C(=O)OCC3=CC=CC=C3)C)N=C2C(NCC2OCCCC2)=O)C=C1